Tert-butyl 3,3-difluoropiperidine-1-carboxylate FC1(CN(CCC1)C(=O)OC(C)(C)C)F